FC1=C(C(=C(C(=C1F)N)F)F)OC1=C(C(=C(C(=C1F)F)N)F)F bis(2,3,5,6-tetrafluoro-4-aminophenyl) ether